N=1C=C(N2C1C=CC=C2)C(=O)N2CC1=C(CC2)C(=CS1)C(=O)NC1=CC(=C(C=C1)OC)C(F)(F)F 6-(imidazo[1,2-a]pyridine-3-carbonyl)-N-(4-methoxy-3-(trifluoromethyl)phenyl)-4,5,6,7-tetrahydrothieno[2,3-c]pyridine-3-carboxamide